2-(2,6-Dioxo-3-piperidyl)-4-[2-[2-[2-[4-[[1-methyl-7-[(4-morpholinocyclohexyl)amino]pyrazolo[4,3-d]pyrimidin-5-yl]amino]pyrazol-1-yl]ethoxy]ethoxy]ethylamino]isoindoline-1,3-dione O=C1NC(CCC1N1C(C2=CC=CC(=C2C1=O)NCCOCCOCCN1N=CC(=C1)NC=1N=C(C2=C(N1)C=NN2C)NC2CCC(CC2)N2CCOCC2)=O)=O